ClC1=CC(=C(C=C1)C1=NC(=CC=2C1=NC(=CN2)C)N2C[C@@H](OCC2)C=2C=NN(C2)C)F 5-(4-chloro-2-fluorophenyl)-3-methyl-7-((2S)-2-(1-methyl-1H-pyrazol-4-yl)-4-morpholinyl)pyrido[3,4-b]pyrazine